C(N)(=O)C=1C=CC2=C(NC=N2)C1 6-carbamoyl-1H-1,3-benzodiazol